(3-cyclopropyl-2-methyl-2,4,5,7-tetrahydro-6H-pyrazolo[3,4-c]pyridin-6-yl)(naphthalen-1-yl)methanone C1(CC1)C=1N(N=C2CN(CCC21)C(=O)C2=CC=CC1=CC=CC=C21)C